C(C=C)(=O)OCCOCC1=CC=C(C=C1)OC (2-acryloyloxyethoxy)-(4-methoxyphenyl)methane